[N+](=O)([O-])C=1C=C(C=CC1)N=NC1=CC=C(C=C1)O 4-[(3-nitrophenyl)diazenyl]phenol